2H-triazol N=1NN=CC1